ClC1=C2C[C@@H]([C@H](C2=CC(=C1)Cl)OC1=CC=C(C=C1)S(NCCCCO)(=O)=O)N1C[C@@H](CCC1)NC(OC(C)(C)C)=O tert-butyl N-[(3R)-1-[(1S,2S)-4,6-dichloro-1-[4-[(4-hydroxybutyl)sulfamoyl]phenoxy]-2,3-dihydro-1H-inden-2-yl]piperidin-3-yl]carbamate